2-(R)-(2-hydroxypropylamino)acetic acid O[C@@H](CNCC(=O)O)C